(E)-1-(trimethylsilyl)hex-1-en-3-one C[Si](\C=C\C(CCC)=O)(C)C